N[C@@H]1C=2C=CC=C(C2CC12CCNCC2)O (S)-1-amino-1,3-dihydrospiro[indene-2,4'-piperidin]-4-ol